4-Amino-3'-chloro-N-(2,4-dimethoxybenzyl)biphenyl-2-sulfonamide NC=1C=C(C(=CC1)C1=CC(=CC=C1)Cl)S(=O)(=O)NCC1=C(C=C(C=C1)OC)OC